5-phenyl-4H-1,2,4-triazole-3-thiol C1(=CC=CC=C1)C=1NC(=NN1)S